BrC=1C(=NC(=CC1)N1CC2=C(C=CC=C2CC1)C(NC=1SC2=NC=CC=C2N1)=O)C(=O)OC(C)(C)C tert-butyl 3-bromo-6-(8-(thiazolo[5,4-b]pyridin-2-ylcarbamoyl)-3,4-dihydroisoquinolin-2(1H)-yl)picolinate